4-iodo-1-(trifluoromethyl)-1H-pyrazole IC=1C=NN(C1)C(F)(F)F